C1(CC1)C1=NOC=C1C=1N=C(OC1)[C@@H]1CC12CCNCC2 (1R)-1-[4-(3-cyclopropylisoxazol-4-yl)-1,3-oxazol-2-yl]-6-azaspiro[2.5]octane